2-{4-(5,1'-Dimethyl-6,6'-dioxo-1,6,1',6'-tetrahydro-[3,4']bipyridinyl-3'-yl)-pyrazol-1-yl}-benzonitrile CC1=CC(=CNC1=O)C=1C(=CN(C(C1)=O)C)C=1C=NN(C1)C1=C(C#N)C=CC=C1